FC(C1=CC=C(C=C1)N1N=NC(=C1COC1=CC=C(N=N1)N1CC(C1)C(=O)NC1=CC=NN1C)C)F 1-(6-((1-(4-(Difluoromethyl)phenyl)-4-methyl-1H-1,2,3-triazol-5-yl)methoxy)pyridazine-3-yl)-N-(1-methyl-1H-pyrazol-5-yl)azetidine-3-carboxamide